COC=1C=C2CCN(CC2=CC1OC)CCC1=CC=C(C=C1)NC(=O)C1=C(C=C(C(=C1)OC)OC)NC(=O)C=1C=NC2=CC=CC=C2C1 N-[2-[[4-[2-(6,7-Dimethoxy-3,4-dihydro-1H-isoquinolin-2-yl)ethyl]phenyl]carbamoyl]-4,5-dimethoxyphenyl]quinoline-3-carboxamide